[Cl-].C[N+](CCC[C@H](COC(CCCCCCC\C=C/CCCCCCCC)=O)OC(CCCCCCC\C=C/CCCCCCCC)=O)(C)C (R)-N,N,N-trimethyl-4,5-bis(oleoyloxy)pentan-1-aminium chloride